2-(2-methylaminoethoxy)ethanol tert-Butyl-(R)-3,4-dichloro-1-fluoro-12-oxo-6a,7,9,10-tetrahydro-12H-pyrazino[2,1-c]pyrido[3,4-f][1,4]oxazepine-8(6H)-carboxylate C(C)(C)(C)[C@H]1OC2=C(C(N3C1CN(CC3)C(=O)OCCOCCNC)=O)C(=NC(=C2Cl)Cl)F